1,2,4-Triazolo[4,3-a]pyridine N=1N=CN2C1C=CC=C2